NC=1C(=NC(=C(N1)C=1OC=CN1)C1=CN(C(C=C1)=O)C)C(=O)NCC1=NC(=CC=C1)N 3-amino-N-[(6-aminopyridin-2-yl)methyl]-6-(1-methyl-6-oxo-1,6-dihydropyridin-3-yl)-5-(1,3-oxazol-2-yl)pyrazine-2-carboxamide